NC=1C=C(C=CC1)CCC(=O)NC1=CC=C(CN2C(N(CC2)C=2C=C(C=NC2)NC2=CC=C(C=N2)C2=CC=C(C(=O)N(C)C)C=C2)=O)C=C1 4-(6-((5-(3-(4-(3-(3-aminophenyl)propan-amido)benzyl)-2-oxoimidazolidin-1-yl)pyridin-3-yl)-amino)pyridin-3-yl)-N,N-dimethylbenzamide